BrCC(=O)NS(=O)(=O)C 2-bromo-N-methanesulfonylacetamide